FC(OC1=CC2=C(N=C3N2[C@H]2C4=C(C(N([C@@H]3C2)C([2H])([2H])[2H])=O)C=CC=C4C#C)C=C1)F (7R,14R)-11-(difluoromethoxy)-1-ethynyl-6-(methyl-d3)-6,7-dihydro-7,14-methanobenzo[f]benzo[4,5]imidazo[1,2-a][1,4]diazocin-5(14H)-one